C(#N)C=1C=NN2C1C(=CC(=C2)C=2N=NN(C2C)C2CCN(CC2)C(=O)OC(C)(C)C)O[C@@H]2CCC=1C2=NC=CC1 tert-Butyl 4-(4-(3-cyano-4-(((7R)-6,7-dihydro-5H-cyclopenta[b]pyridin-7-yl)oxy)pyrazolo[1,5-a]pyridin-6-yl)-5-methyl-1H-1,2,3-triazol-1-yl)piperidine-1-carboxylate